(S)-2-(4-(6-((1,2-dimethyl-1H-imidazol-5-yl)methoxy)pyridin-2-yl)-2,5-difluorobenzyl)-1-(oxetan-2-ylmethyl)-1H-benzo[d]imidazole-6-carboxylic acid CN1C(=NC=C1COC1=CC=CC(=N1)C1=CC(=C(CC2=NC3=C(N2C[C@H]2OCC2)C=C(C=C3)C(=O)O)C=C1F)F)C